(R)-3,4-Difluoro-N-((1-(4-(hydroxyamino)-4-oxo-1-(5,6,7,8-tetrahydronaphthalin-2-yl)butan-2-yl)-1H-1,2,3-triazol-4-yl)methyl)benzamid FC=1C=C(C(=O)NCC=2N=NN(C2)[C@H](CC2=CC=3CCCCC3C=C2)CC(=O)NO)C=CC1F